C(\C=C/C=C\C(=O)[O-])(=O)[O-] Cis,cis-muconate